BrCC#CC=1C=CC(=NC1)C=CCNC(C[C@H]1C=2N(C3=C(C(=N1)C1=CC=C(C=C1)Cl)C(=C(S3)C)C)C(=NN2)C)=O (S)-N-(3-(5-(3-bromoprop-1-yn-1-yl)pyridin-2-yl)prop-2-en-1-yl)-2-(4-(4-chlorophenyl)-2,3,9-trimethyl-6H-thieno[3,2-f][1,2,4]triazolo[4,3-a][1,4]diazepin-6-yl)acetamide